2-Amino-4-(butylamino)-6-((5-methoxy-1,2,3,4-tetrahydroisoquinolin-7-yl)methyl)pyridin NC1=NC(=CC(=C1)NCCCC)CC1=CC(=C2CCNCC2=C1)OC